racemic-20-amino-8-fluoro-6-hydroxy-6,18-bis(trifluoromethyl)-23-oxa-3,4,21-triazatetracyclo[15.3.1.12,5.17,11]tricosa-1(21),2,4,7(22),8,10,17,19-octaen-16-one NC1=CC(=C2C(CCCCC3=CC=C(C([C@@](C4=NN=C(C1=N2)O4)(C(F)(F)F)O)=C3)F)=O)C(F)(F)F |r|